OC1=C(C=CC(=C1)O)C=1OC=2C=3C(=CC(C2C1)C1=CC=CC=C1)OC=CC3 2-(2,4-dihydroxyphenyl)-4-phenyl-4H-pyrano-coumarone